FC1(CCOC12CCC(CC2)NC(=O)[C@@H]2CCN(C1(CC1)C2)C(=O)C2=NNC(=C2)C2=CC(=NC=C2F)C)F (R)-N-((5R,8R)-4,4-difluoro-1-oxaspiro[4.5]dec-8-yl)-4-(5-(5-fluoro-2-methylpyridin-4-yl)-1H-pyrazole-3-carbonyl)-4-azaspiro[2.5]octane-7-carboxamide